O=C1N(C(C=C1)=O)CCC(=O)NCCOCCOCCC(=O)ON1C(CCC1=O)=O 2,5-dioxopyrrolidin-1-yl 3-(2-(2-(3-(2,5-dioxo-2h-pyrrol-1(5h)-yl)propanamido)ethoxy)ethoxy)propanoate